CC=1OC2=C(N1)C=C(C=C2)C=2N=C(NC2C2=CC(=NC=C2)C)N 4-(2-Methylbenzo[d]oxazol-5-yl)-5-(2-methylpyridin-4-yl)-1H-imidazol-2-amine